BrC=1C=C(C=NC1)N1CCNCC1 1-(5-bromopyridin-3-yl)piperazine